2-Methoxyethyl-[2-({2-chloro-4-fluoro-5-[3-methyl-2,6-dioxo-4-(trifluoromethyl)-3,6-dihydropyrimidin-1(2H)-yl]phenyl} sulfanyl)phenoxy]acetat COCCOC(COC1=C(C=CC=C1)SC1=C(C=C(C(=C1)N1C(N(C(=CC1=O)C(F)(F)F)C)=O)F)Cl)=O